FC(C=1C(=C(C=CC1)C1=CC=C(C2=C1OCCO2)C(=O)N2[C@@H](C/C(/C2)=N/OC)CO)C)F (S,Z)-(8-(3-(Difluoromethyl)-2-methylphenyl)-2,3-dihydrobenzo[b][1,4]dioxin-5-yl)(2-(hydroxymethyl)-4-(methoxyimino)pyrrolidin-1-yl)methanone